Oct-2-ene-3-boronic acid pinacol ester CC=C(CCCCC)B1OC(C)(C)C(C)(C)O1